(R)-4-(4-aminopyrimidin-5-yl)-2-fluoro-N-(8-methylisoquinolin-1-yl)-N-(piperidin-3-yl)benzamide NC1=NC=NC=C1C1=CC(=C(C(=O)N([C@H]2CNCCC2)C2=NC=CC3=CC=CC(=C23)C)C=C1)F